β-mercaptoethanesulfonic acid SCCS(=O)(=O)O